C[C@@H]([C@@H](C1=CC(=CC=C1)O)O)N The molecule is a member of the class of phenylethanolamines that is 2-amino-1-phenylethanol substituted by a methyl group at position 2 and a phenolic hydroxy group at position 1. A sympathomimetic agent , it is used in the treatment of hypotension. It has a role as an alpha-adrenergic agonist, a sympathomimetic agent and a vasoconstrictor agent.